FC(C=1C=C(C=CC1)C=1C=C2C(=NC1)NC(N2CC=2C=NC=C(C2)F)=O)F 6-[3-(difluoromethyl)phenyl]-1-[(5-fluoro-3-pyridyl)methyl]-3H-imidazo[4,5-b]pyridin-2-one